(3S,8S)-3-[[4-[6-[1-(2,6-dioxo-3-piperidyl)-3-methyl-2-oxo-benzimidazol-4-yl]hexoxy]piperidine-1-carbonyl]oxymethyl]-1,2,3,5,6,7-hexahydropyrrolizin O=C1NC(CCC1N1C(N(C2=C1C=CC=C2CCCCCCOC2CCN(CC2)C(=O)OC[C@@H]2CCC1CCCN21)C)=O)=O